2-amino-1,5-pentanediol NC(CO)CCCO